6-((1H-indazol-4-yl)methyl)-2-(aminomethyl)-4-methyl-4H-thiazolo[5',4':4,5]pyrrolo[2,3-d]pyridazin-5(6H)-one N1N=CC2=C(C=CC=C12)CN1N=CC2=C(C1=O)N(C1=C2SC(=N1)CN)C